FC1=C(C=CC=C1)C1=CN(C2=C1C(=NC=C2)N2[C@H](CN(CC2)C(=O)OC(C)(C)C)C)S(=O)(=O)C2=CC=C(C)C=C2 tert-Butyl (S)-4-(3-(2-fluorophenyl)-1-tosyl-1H-pyrrolo[3,2-c]pyridin-4-yl)-3-methylpiperazine-1-carboxylate